C(C=C)(=O)OC1C2(CCC(C1)C2(C)C)C 2-Propenoic acid, 1,7,7-trimethylbicyclo[2.2.1]hept-2-yl ester